4-AMINO-2-CHLORO-5-NITROBENZALDEHYDE NC1=CC(=C(C=O)C=C1[N+](=O)[O-])Cl